[Na+].OC=1C(=CC2=CC(=CC=C2C1N=NC1=C(C=C(C=C1)N=NC1=CC=C(C=C1)S(=O)(=O)[O-])S(=O)(=O)[O-])S(=O)(=O)[O-])S(=O)(=O)[O-].[Na+].[Na+].[Na+] 3-hydroxy-4-(2-sulfo-4-[4-sulfophenylazo]phenylazo)-2,7-naphthalenedisulfonic acid sodium salt